methyl (Z)-4-(2-ethoxyvinyl)-2-((2-fluoro-4-(methylthio) phenyl) amino)-1-methyl-6-oxo-1,6-dihydropyridine-3-carboxylate C(C)O\C=C/C=1C(=C(N(C(C1)=O)C)NC1=C(C=C(C=C1)SC)F)C(=O)OC